CC(CCCCCCCCCCCC)OC(=O)C1=CC=C(O1)CS(=O)(=O)[O-].[Na+] sodium (5-((tetradecan-2-yloxy)carbonyl) furan-2-yl)methanesulfonate